OC1=C(C=CC=C1)C1=CC(=CN=N1)N1CCC(CC1)(C(=O)N1CC2(CN(C2)[C@H](C)C2CCN(CC2)C2=CC=C(C=N2)C2C(NC(CC2)=O)=O)C1)C1=CC=CC=C1 |r| 3-(6-{4-[(1RS)-1-(6-{1-[6-(2-HYDROXYPHENYL)PYRIDAZIN-4-YL]-4-PHENYLPIPERIDINE-4-CARBONYL}-2,6-DIAZASPIRO[3.3]HEPTAN-2-YL)ETHYL]PIPERIDIN-1-YL}PYRIDIN-3-YL)PIPERIDINE-2,6-DIONE